4-((2-((1H-benzo[d][1,2,3]triazol-5-yl)methyl)-3-oxoisoindolin-1-yl)(hydroxy)methyl)-5-methylisoxazole-3-carbonitrile N1N=NC2=C1C=CC(=C2)CN2C(C1=CC=CC=C1C2=O)C(C=2C(=NOC2C)C#N)O